N-(4'-((2-(1,1-difluoroethyl)pyrimidin-4-yl)amino)-5-(((tetrahydro-2H-pyran-4-yl)amino)methyl)-[2,3'-bipyridin]-6'-yl)acetamide FC(C)(F)C1=NC=CC(=N1)NC1=C(C=NC(=C1)NC(C)=O)C1=NC=C(C=C1)CNC1CCOCC1